methyl 5-bromo-2-fluoro-4-methylbenzoate BrC=1C(=CC(=C(C(=O)OC)C1)F)C